Isotridecyl-phosphoric acid C(CCCCCCCCCC(C)C)OP(O)(O)=O